2-(N-methyl-2,2-diphenylacetamido)benzoic acid methyl ester COC(C1=C(C=CC=C1)N(C(C(C1=CC=CC=C1)C1=CC=CC=C1)=O)C)=O